(R)-sec-butyl-6-((S)-1-(3-methoxyphenyl)ethylamino)pyrimidine-2,4(1H,3H)-dione [C@@H](C)(CC)N1C(NC(C=C1N[C@@H](C)C1=CC(=CC=C1)OC)=O)=O